(S)-4-(3-(2,4-dioxotetrahydropyrimidin-1(2H)-yl)-5-fluoro-1-methyl-1H-indazol-6-yl)-2-methyl-3,6-dihydropyridine-1(2H)-carboxylic acid tert-butyl ester C(C)(C)(C)OC(=O)N1[C@H](CC(=CC1)C1=C(C=C2C(=NN(C2=C1)C)N1C(NC(CC1)=O)=O)F)C